C(C)OC1=CC=C(C=C1)C1=CN=CC(=N1)C(=O)N/N=C/C1=CC(=CC(=C1)C)O (E)-6-(4-ethoxyphenyl)-N'-(3-hydroxy-5-methylbenzylidene)pyrazine-2-carbohydrazide